[4-(4-fluorophenyl)-2-pyrazol-1-yl-cyclopentyl]piperidin-3-amine FC1=CC=C(C=C1)C1CC(C(C1)N1CC(CCC1)N)N1N=CC=C1